cyclohexyl-n-butylmagnesium C1(CCCCC1)[Mg]CCCC